C1(=C(C=CC=C1)N(C1=CC=2C(C3=CC=CC=C3C2C=C1)(C1=CC=CC=C1)C1=CC=CC=C1)C1=CC=C(C=C1)C1=CC=2C=CC3=CC=CC=C3C2C=C1)C1=CC=CC=C1 N-([1,1'-biphenyl]-2-yl)-N-(4-(phenanthren-2-yl)phenyl)-9,9-diphenyl-9H-fluoren-2-amine